ClC1=C(C=CC(=C1)F)C1(CC1)C1=NOC(=N1)C1=NN(C(=C1)C(F)F)CC(=O)O 2-(3-(3-(1-(2-chloro-4-fluorophenyl)cyclopropyl)-1,2,4-oxadiazol-5-yl)-5-(difluoromethyl)-1H-pyrazol-1-yl)acetic acid